tert-Butyl (S)-3-((((9H-fluoren-9-yl)methoxy)carbonyl)amino)-4-(((3-(5-iodo-2-methoxyphenyl)-2,6-dioxo-3,6-dihydropyrimidine-1(2H)-yl)methyl)amino)-4-oxobutanoate C1=CC=CC=2C3=CC=CC=C3C(C12)COC(=O)N[C@@H](CC(=O)OC(C)(C)C)C(=O)NCN1C(N(C=CC1=O)C1=C(C=CC(=C1)I)OC)=O